BrN1C=C2C3(CC(CC=C13)=O)C=CC=C2 5-bromobenzo[c]indol-2(1H)-one